(2-(5-fluorothiophen-2-yl)ethoxy)triisopropylsilane FC1=CC=C(S1)CCO[Si](C(C)C)(C(C)C)C(C)C